2-(4-(4,4,5,5-tetramethyl-1,3,2-dioxaborolan-2-yl)phenyl)ethan-1-amine CC1(OB(OC1(C)C)C1=CC=C(C=C1)CCN)C